4-methylbenzenesulfonate hydrate O.CC1=CC=C(C=C1)S(=O)(=O)O